CC1=CC=C(C=C1)S(=O)(=O)OC[C@H]1N(CCC1)C(=O)OC(C)(C)C tert-butyl (2S)-2-({[(4-methylphenyl)sulfonyl]oxy}methyl)pyrrolidine-1-carboxylate